FC1(CN(CCC1N1CCCC1)C=1C=CC(=C(C(=O)O)C1)C)F 5-(3,3-difluoro-4-(pyrrolidin-1-yl)piperidin-1-yl)-2-methylbenzoic acid